C(C)/C(/C(=O)O[C@@H]1CN(C[C@H]1CO)C1=NC(=NC(=C1)C1=CC=C(C=C1)Cl)C=1C=NC=CC1)=C\C=1C(=NC=C(C1)[N+](=O)[O-])C (3S,4S)-1-(6-(4-chlorophenyl)-2-(pyridin-3-yl)pyrimidin-4-yl)-4-(hydroxymethyl)pyrrolidin-3-ol Ethyl-(E)-3-(2-Methyl-5-nitropyridin-3-yl)acrylate